4-mercaptobutanesulfonate trihydrate O.O.O.SCCCCS(=O)(=O)O